tert-butyl 4-(4-(4-((3-(tert-butyl)-1,2,4-oxadiazole-5-carboxamido)methyl)-3-methylphenyl)-5-fluoropyridin-3-yl)piperazine-1-carboxylate C(C)(C)(C)C1=NOC(=N1)C(=O)NCC1=C(C=C(C=C1)C1=C(C=NC=C1F)N1CCN(CC1)C(=O)OC(C)(C)C)C